O=C1OCC2=C1C=C(C=C2)NC(=O)N 1-(3-oxo-1H-2-benzofuran-5-yl)urea